CC1(OB(OC1(C)C)C=1C=NC(=NC1)F)C 5-(4,4,5,5-tetramethyl-1,3,2-dioxaborolan-2-yl)-2-fluoropyrimidine